1-tert-butyl (3S,4S)-4-benzyloxycarbonylamino-piperidine-1,3-dicarboxylate C(C1=CC=CC=C1)OC(=O)N[C@@H]1[C@H](CN(CC1)C(=O)OC(C)(C)C)C(=O)[O-]